CC(C=O)=CC1=CC=CC=C1 α-Methylcinnamaldehyde